2-[1-[(4-tert-butylphenyl)methyl]-5-oxopyrrolidin-2-yl]-N-cyclopentylacetamid C(C)(C)(C)C1=CC=C(C=C1)CN1C(CCC1=O)CC(=O)NC1CCCC1